1-methylpseudouridine triphosphate P(O)(=O)(OP(=O)(O)OP(=O)(O)O)OC[C@@H]1[C@H]([C@H]([C@@H](O1)C1=CN(C(=O)NC1=O)C)O)O